N-((S)-sec-butyl)-6-(6-(4-methoxypyridin-3-yl)-4-methyl-1H-pyrazolo[4,3-c]pyridin-1-yl)-4-((2R,3S)-2-methyl-3-((methylsulfonyl)methyl)azetidin-1-yl)pyridin-2-amine [C@H](C)(CC)NC1=NC(=CC(=C1)N1[C@@H]([C@H](C1)CS(=O)(=O)C)C)N1N=CC=2C(=NC(=CC21)C=2C=NC=CC2OC)C